sulfanylpentan SCCCCC